OC/C=C/CN1C(C2=CC=CC=C2C1=O)=O (E)-2-(4-hydroxybut-2-en-1-yl)isoindoline-1,3-dione